4,6-dioxa-5-thiaspiro[2.4]heptane 5-oxide C1CC12OS(OC2)=O